6-(4-Chloro-3-methylphenyl)-N-[1-(6-methoxypyridin-3-yl)ethyl]-4-oxo-4,5-dihydropyrazolo[1,5-a]-pyrazine-2-carboxamide ClC1=C(C=C(C=C1)C=1NC(C=2N(C1)N=C(C2)C(=O)NC(C)C=2C=NC(=CC2)OC)=O)C